ClC1=CC=CC=2NC(CCCC21)=O 6-chloro-1,3,4,5-tetrahydro-2H-benzo[b]azepin-2-one